hydroxylpropanoic acid OC(C(=O)O)C